CC=1C(=NC=CC1C1=C2C=CC=NC2=CC=C1)C(=O)NC1=CC(=NC=C1)C(F)(F)F 3-methyl-4-(quinolin-5-yl)-N-(2-(trifluoromethyl)pyridin-4-yl)picolinamide